BrC1=CC2=C(N=C(N=C2O)C)N2C1=NC=C2 6-bromo-2-methylimidazo[1',2':1,6]pyrido[2,3-d]pyrimidin-4-ol